1-[6-(benzyloxy)pyridin-2-yl]-4-[dioxo(vinyl)-λ6-sulfanyl]piperazine C(C1=CC=CC=C1)OC1=CC=CC(=N1)N1CCN(CC1)S(C=C)(=O)=O